[Au].[W] Tungsten-gold